1-cyanocyclohexaneacetic acid C(#N)C1(CCCCC1)CC(=O)O